C(C)N(CC)C1=C(C(=CC=2OC3=CC=CC=C3C3(C12)OC(C1=CC=CC=C13)=O)C)NC1=C(C(=CC=C1)C)C (diethylamino)-2'-[(dimethylphenyl)amino]-3'-methyl-spiro[isobenzofuran-1(3H),9'-[9H]xanthen]-3-one